3-allyl-6-nonyl-3,4-dihydro-2H-benzo[e][1,3]oxazin C(C=C)N1COC2=C(C1)C=C(C=C2)CCCCCCCCC